C(C1=CC=CC=C1)(=O)N1CCC(CC1)(C)C(=O)N1N=CCC1C1=CC=CC=C1 (1-benzoyl-4-methylpiperidin-4-yl)(5-phenyl-4,5-dihydro-1H-pyrazol-1-yl)methanone